3-(nitromethylene)azetidine-1-carboxylic acid tert-butyl ester C(C)(C)(C)OC(=O)N1CC(C1)=C[N+](=O)[O-]